(R)-2-((3-(4-aminoimidazo[2,1-f][1,2,4]triazin-7-yl)-4-methylphenyl)sulfonyl)octahydro-4H-pyrido[1,2-a]pyrazin-4-one NC1=NC=NN2C1=NC=C2C=2C=C(C=CC2C)S(=O)(=O)N2C[C@@H]1N(C(C2)=O)CCCC1